C(C=C)(=O)OCCCCCCOC1=CC=C(C(=O)OC2=C(C=CC=C2)C)C=C1 [4-(6-Acryloyloxyhexyloxy)benzoyloxy]-2-methylbenzene